C1(CC1)C1CN(C2=CC=CC=3C=C(N1C32)C3=NC2=C(N3C)C(=CC(=C2)C=O)F)CCCO [2-[11-cyclopropyl-9-(3-hydroxypropyl)-1,9-diazatricyclo[6.3.1.04,12]dodeca-2,4(12),5,7-tetraen-2-yl]-7-fluoro-1-methyl-benzimidazol-5-yl]methanone